N-ethyl-6-[(2R,4S)-4-fluoro-2-[5-fluoro-2-(methylsulfanyl)phenyl]pyrrolidin-1-yl]imidazo[1,2-b]pyridazine-3-carbothioamide C(C)NC(=S)C1=CN=C2N1N=C(C=C2)N2[C@H](C[C@@H](C2)F)C2=C(C=CC(=C2)F)SC